NC(S)=N thiopseudourea